N1=C(C=CC=C1)CCOCCN1CCNCC1 1-(2-(2-(pyridin-2-yl)ethoxy)ethyl)piperazine